[Cl-].[Cl-].C[Zr+2](C=1C(C2=CC=C(C=C2C1)C)C)C1C=CC=C1 methylcyclopentadienyl-(1,5-dimethylindenyl)zirconium dichloride